(5-Amino-1-phenyl-1H-pyrazol-4-yl)-(1H-indol-3-yl)-methanone NC1=C(C=NN1C1=CC=CC=C1)C(=O)C1=CNC2=CC=CC=C12